3-({2-[2,6-bis(benzyloxy)pyridin-3-yl]-1-oxo-3H-isoindol-4-yl}amino)bicyclo[1.1.1]pentane-1-carboxylic acid C(C1=CC=CC=C1)OC1=NC(=CC=C1N1C(C2=CC=CC(=C2C1)NC12CC(C1)(C2)C(=O)O)=O)OCC2=CC=CC=C2